(1-(pyrimidin-2-yl)propylidene)-1,2,3-thiadiazole-5-carbohydrazide N1=C(N=CC=C1)C(CC)=NNC(=O)C1=CN=NS1